CC1(C2=CC=CC=C2N(C=2C=CC=CC12)C1=CC=C(C=C1)C=1N(C2=C(C=NC=C2)N1)C1=CC=CC=C1)C 9,9-dimethyl-10-(4-(1-phenyl-1H-imidazo[4,5-c]pyridin-2-yl)phenyl)-9,10-dihydroacridine